ClC1=C(C=CC=C1)C1CC2(OCCO2)CCN1C1=CC(=C(C(=O)OC)C=C1)F Methyl 4-(7-(2-chlorophenyl)-1,4-dioxa-8-azaspiro[4.5]decan-8-yl)-2-fluorobenzoate